(S)-2-ethyl-5-((4-((2-hydroxy-1-phenylethyl)amino)-5-(3-(quinuclidin-4-yl)-1,2,4-oxadiazol-5-yl)pyrimidin-2-yl)amino)-3,3-dimethylisoindolin-1-one C(C)N1C(C2=CC=C(C=C2C1(C)C)NC1=NC=C(C(=N1)N[C@H](CO)C1=CC=CC=C1)C1=NC(=NO1)C12CCN(CC1)CC2)=O